(3aS,3bR,9bS,11aS)-7-hydroxy-11a-methyl-2,3,3a,3b,4,5,9b,10,11,11a-decahydro-1H-cyclopenta[a]phenanthren-1-one OC=1C=CC=2[C@H]3CC[C@]4([C@H]([C@@H]3CCC2C1)CCC4=O)C